tert-butyl (S)-4-(1-hydroxyethyl)-1H-pyrrolo[2,3-b]pyridine-1-carboxylate O[C@@H](C)C1=C2C(=NC=C1)N(C=C2)C(=O)OC(C)(C)C